{3-[5-({[(5-cyclopentylimidazo[1,2-a]pyrimidin-6-yl)amino]carbonyl}amino)-3-methylpyridin-2-yl]-1,2,4-oxadiazol-5-yl}hexanoic acid C1(CCCC1)C1=C(C=NC=2N1C=CN2)NC(=O)NC=2C=C(C(=NC2)C2=NOC(=N2)C(C(=O)O)CCCC)C